C1(CC1)CNC1=C(C=C(C=C1)S(=O)(=O)C)C=1C(=CC(N(C1)C)=O)C 5-[2-(cyclopropylmethylamino)-5-methylsulfonylphenyl]-1,4-dimethylpyridin-2-one